CN(NC(CCC(=O)O)=O)C succinic acid, mono(2,2-dimethylhydrazide)